(S,S) or (S,R)-1-isopropyl-N'-((3-methyl-1,2,3,5,6,7-hexa-hydrodicyclopenta[b,e]pyridin-8-yl)carbamoyl)-1H-pyrazole-3-sulfonimidamide C(C)(C)N1N=C(C=C1)[S@](=O)(N)=NC(NC1=C2C(=NC3=C1CCC3)[C@H](CC2)C)=O |o1:23|